3-[4-[2-(1H-indol-3-yl)ethylamino]-7,8-dihydro-6H-pyrimido[5,4-b][1,4]oxazin-2-yl]-1-methyl-pyridin-2-one N1C=C(C2=CC=CC=C12)CCNC1=NC(=NC2=C1OCCN2)C=2C(N(C=CC2)C)=O